5-hydroxy-4-methylpyridine-3-carboxylic acid OC=1C(=C(C=NC1)C(=O)O)C